1-(2-((2-hydroxyethyl)amino)-5-(methylsulfonyl)benzoyl)-D-prolinamide OCCNC1=C(C(=O)N2[C@H](CCC2)C(=O)N)C=C(C=C1)S(=O)(=O)C